methyl 4-(4-bromo-2-fluoro-3-methoxyphenyl)-4-cyanobutanoate BrC1=C(C(=C(C=C1)C(CCC(=O)OC)C#N)F)OC